BrC1=CC2=C(N(C=N2)C(C(=O)N)CCC(C)=O)C=C1 2-(5-Bromobenzimidazol-1-yl)-5-oxo-hexanamide